2-chloro-N-[3-fluoro-5-(2-phenylethynyl)-2-pyridyl]-5-(1-tetrahydropyran-4-ylpyrazol-4-yl)benzamide ClC1=C(C(=O)NC2=NC=C(C=C2F)C#CC2=CC=CC=C2)C=C(C=C1)C=1C=NN(C1)C1CCOCC1